N1CC(C1)N1N=C(C(=C1)C=1C=C(C=2N(C1)N=CC2C#N)OC)C 6-(1-(azetidin-3-yl)-3-methyl-1H-pyrazol-4-yl)-4-methoxypyrazolo[1,5-a]pyridine-3-carbonitrile